NC1=C(C=C(C=C1)OC)C(CNC1CCN(CC1)C(=O)OC(C)(C)C)C tert-butyl 4-[2-(2-amino-5-methoxy-phenyl)-propylamino]-piperidine-1-carboxylate